CC1=CC2=C(N=CN=C2C=2CCN(CC2)CC=2C=C3CN(C(C3=CC2)=O)C2C(NC(CC2)=O)=O)S1 3-(5-((4-(6-methylthieno[2,3-d]pyrimidin-4-yl)-3,6-dihydropyridin-1(2H)-yl)methyl)-1-oxoisoindolin-2-yl)piperidine-2,6-dione